FC(C(=O)OC)(C1=C(C=CC(=C1)F)C)F methyl 2,2-difluoro-2-(5-fluoro-2-methylphenyl)acetate